diphenylsilylBis(n-propylcyclopentadienyl)hafnium dichloride [Cl-].[Cl-].C1(=CC=CC=C1)[SiH](C1=CC=CC=C1)[Hf+2](C1(C=CC=C1)CCC)C1(C=CC=C1)CCC